CONC(C1=CN=CC=C1NC1=C(C=C(C=C1)C(F)(F)F)N(S(=O)(=O)C)C)=O N-methoxy-4-((2-(N-methylmethanesulfonamido)-4-(trifluoromethyl)phenyl)amino)nicotinamide